(R)-N-(5-((4-ethylpiperazin-1-yl)methyl)pyridin-2-yl)-5-fluoro-4-(9-fluoro-4-isopropyl-3,4-dihydro-1H-benzo[4,5]imidazo[2,1-c][1,4]oxazin-7-yl)pyrimidin-2-amine C(C)N1CCN(CC1)CC=1C=CC(=NC1)NC1=NC=C(C(=N1)C1=CC2=C(N=C3COC[C@H](N32)C(C)C)C(=C1)F)F